COC1=NC=NC(=C1C1=NC=C2NC(N(C2=N1)CC1=CC=C(C=C1)N1N=C(C=C1C)C(F)(F)F)=O)OC 2-(4,6-Dimethoxypyrimidin-5-yl)-9-([4-[5-methyl-3-(trifluoromethyl)pyrazol-1-yl]phenyl]methyl)-7H-purin-8-one